2,6-dimethyl-benzoyl chloride CC1=C(C(=O)Cl)C(=CC=C1)C